2-(5-{ethyl[(1S,2S,3R,5R)-2-fluoro-8-azabicyclo[3.2.1]octan-3-yl]amino}pyrazin-2-yl)-5-(1H-pyrazol-4-yl)phenol C(C)N(C=1N=CC(=NC1)C1=C(C=C(C=C1)C=1C=NNC1)O)[C@H]1[C@H]([C@@H]2CC[C@H](C1)N2)F